(S)-1-(4-(5-amino-3-(4-phenoxyphenyl)imidazo[1,5-c]pyrimidin-1-yl)piperidin-1-yl)-2-hydroxypropan-1-one NC1=NC=CC=2N1C(=NC2C2CCN(CC2)C([C@H](C)O)=O)C2=CC=C(C=C2)OC2=CC=CC=C2